[Si](C1=CC=CC=C1)(C1=CC=CC=C1)(C(C)(C)C)OC1=C(C(=CC=C1)F)C=1C(=CC2=C(N(CN=C2)CC2CC2)N1)Cl 7-(2-((tert-butyldiphenylsilyl)oxy)-6-fluorophenyl)-6-chloro-1-(cyclopropylmethyl)pyrido[2,3-d]pyrimidine